ClC1=NC=C(C(=C1)NCC1CCN(CC1)C(=O)OC(C)(C)C)CNC1=C(C=CC=C1C)F tert-Butyl 4-[[[2-chloro-5-[(2-fluoro-6-methyl-anilino)methyl]-4-pyridyl]amino]methyl]piperidine-1-carboxylate